CC1=C(N=C(O1)C1=CC=C(C=C1)NC(CC)=O)CC1=CC=C(C=C1)OC1=CC=CC=C1 N-(4-(5-methyl-4-(4-phenoxybenzyl)oxazol-2-yl)phenyl)propionamide